PYRIDINE-3(2H)-ONE N=1CC(C=CC1)=O